C(C(=C)C)(=O)OCCC[Si](OC)(OC)C 3-(methacryloxy)propylmethyl-dimethoxysilane